ClC=1C=C(C=CC1)C1CC2(C(N(C=3C=NC=4C=C(C(=CC4C32)C=3C=C(C(=NC3)OCCNC(C)C)NS(=O)(=O)C)F)C)=O)C1 trans-N-(5-(3-(3-Chlorophenyl)-7'-fluoro-3'-methyl-2'-oxo-2',3'-dihydrospiro[cyclobutane-1,1'-pyrrolo[2,3-c]quinolin]-8'-yl)-2-(2-(isopropylamino)ethoxy)pyridin-3-yl)methanesulfonamide